(R)-2-(4-chloro-3-(2-(2-fluoro-5-(trifluoromethoxy)benzyl)-2H-tetrazol-5-yl)phenyl)-2-hydroxypropane-1-sulfonamide ClC1=C(C=C(C=C1)[C@@](CS(=O)(=O)N)(C)O)C=1N=NN(N1)CC1=C(C=CC(=C1)OC(F)(F)F)F